2',4'-Dihydroxy-4,6'-dimethoxychalcone OC1=C(C(/C=C/C2=CC=C(C=C2)OC)=O)C(=CC(=C1)O)OC